NC(C)C1=NNC(C2=CC=C(C=C12)C1=C(N(N=C1)C)C1=C(C2=CC=CC=C2C=C1)C#N)=O 2-[4-[4-(1-aminoethyl)-1-oxo-2H-phthalazin-6-yl]-2-methyl-pyrazol-3-yl]naphthalene-1-carbonitrile